[4-(6-Amino-pyridazin-3-yl)-piperidin-1-yl]-[5-(3-fluoro-phenyl)-4-methoxy-pyridin-2-yl]-methanone NC1=CC=C(N=N1)C1CCN(CC1)C(=O)C1=NC=C(C(=C1)OC)C1=CC(=CC=C1)F